C(C)(=O)N1C[C@H](CC1)OC=1C=CC(=C2CCN([C@@H](C12)CN1C(C2=CC=CC=C2C1=O)=O)C(=O)OC(C)(C)C)Br tert-butyl (S)-8-(((S)-1-acetylpyrrolidin-3-yl) oxy)-5-bromo-1-((1,3-dioxoisoindolin-2-yl) methyl)-3,4-dihydroisoquinoline-2(1H)-carboxylate